COC(=O)C1=CC=2C(=NC=CC2NC2=C(N=NC(=C2)C2=C(C=CC(=C2)Cl)F)OCCCN(C)C)N1.C(C)(C)OC=CC1=CC=CC=C1 isopropoxyvinyl-benzene methyl-4-{[6-(5-chloro-2-fluorophenyl)-3-[3-(dimethylamino)propoxy]pyridazin-4-yl]amino}-1H-pyrrolo[2,3-b]pyridine-2-carboxylate